C1(CCC1)N1CCN(CC1)[C@H]1CCCC([C@@H]1NC(CC=1C(=C(C=CC1)C1=CC(=CC(=C1)F)F)F)=O)(F)F N-((1R,6S)-6-(4-cyclobutylpiperazin-1-yl)-2,2-difluorocyclohexyl)-2-(2,3',5'-trifluoro-[1,1'-biphenyl]-3-yl)acetamide